4-(((4-methoxyphenyl)sulfonyl)methyl)-4-methyl-3-methylene-1-(p-tolyl)pyrrolidin-2-one COC1=CC=C(C=C1)S(=O)(=O)CC1(C(C(N(C1)C1=CC=C(C=C1)C)=O)=C)C